tert-Butyl 4-(4-(2,4-dioxotetrahydropyrimidin-1(2H)-yl)-1H-indol-1-yl)-[1,4'-bipiperidine]-1'-carboxylate O=C1N(CCC(N1)=O)C1=C2C=CN(C2=CC=C1)C1CCN(CC1)C1CCN(CC1)C(=O)OC(C)(C)C